[Si](C1=CC=CC=C1)(C1=CC=CC=C1)(C(C)(C)C)OCC1N(CCN(C1)C1=NC=C(C=N1)B1OC(C(O1)(C)C)(C)C)C(=O)OC(C)(C)C tert-Butyl 2-(((tert-butyldiphenylsilyl)oxy)methyl)-4-(5-(4,4,5,5-tetramethyl-1,3,2-dioxaborolan-2-yl)pyrimidin-2-yl)piperazine-1-carboxylate